OC(C(=O)C1=CC=C(C=C1)C(C)(C)C)(C)C 2-hydroxy-2-methyl-4'-tert-butyl-propiophenone